NC([C@H](C)NC(C1=CC(=CC(=C1)OCC(=C(Cl)Cl)Cl)Br)=O)=O N-[(2S)-1-amino-1-oxopropan-2-yl]-3-bromo-5-[(2,3,3-trichloroprop-2-en-1-yl)oxy]benzamide